N-benzyl-3,4-diamino-pyrrolidine C(C1=CC=CC=C1)N1CC(C(C1)N)N